4-amino-5'-chloro-2'-[(2R)-3-hydroxy-2-methylpropyl]-6'-methoxy-2',3'-dihydrospiro[cyclohexane-1,1'-isoindole]-4-carboxylic acid NC1(CCC2(N(CC3=CC(=C(C=C23)OC)Cl)C[C@H](CO)C)CC1)C(=O)O